(3s,5s)-5-[(3-chloro-4-fluorophenyl) (methyl) carbamoyl]-1-[6-methyl-4-(trifluoromethyl) pyridin-2-yl]Benzyl pyrrolidin-3-ylcarbamate N1C[C@H](CC1)NC(OCC1(CC=CC(=C1)C(N(C)C1=CC(=C(C=C1)F)Cl)=O)C1=NC(=CC(=C1)C(F)(F)F)C)=O